C(=O)C12CC(C1)(C2)NC(COC2(CCC2)OC(F)(F)F)=O N-(3-formylbicyclo[1.1.1]pent-1-yl)-2-(3-cis-(trifluoromethoxy)cyclobutoxy)acetamide